IC1=CC(=NC=C1C(=O)OC)C methyl 4-iodo-6-methylnicotinate